C-[1-(1H-imidazol-4-ylmethyl)-1H-indol-6-yl]-methylamine N1C=NC(=C1)CN1C=CC2=CC=C(C=C12)CN